C(CC)[C@@H](C(=O)O)CCCCCC (R)-(-)-2-propyl-octanoic acid